4-((N,N-dipropylamino)dimethylsilyl)styrene C(CC)N(CCC)[Si](C1=CC=C(C=C)C=C1)(C)C